IN1C(CCC1=O)=O 1-iodo-pyrrolidin-2,5-dione